1,1-di(tert-butyl-peroxy)cyclohexane C(C)(C)(C)OOC1(CCCCC1)OOC(C)(C)C